ClC1=CC=C(C=C1)C1=CC(=NC(=N1)C=1C=NC=CC1)NC(C)O ((6-(4-chlorophenyl)-2-(pyridin-3-yl)pyrimidin-4-yl)amino)ethan-1-ol